C1(CC1)C1=NC(=CC(=C1)C1=C(C=C(C#N)C=C1)C1=NN(C=C1C)C)N1C=NC2=C(C1=O)NC(=C2)CN2C[C@H](CCC2)C 4-[2-cyclopropyl-6-[6-[[(3S)-3-methylpiperidin-1-yl]methyl]-4-oxo-5H-pyrrolo[3,2-d]pyrimidin-3-yl]pyridin-4-yl]-3-(1,4-dimethylpyrazol-3-yl)benzonitrile